C1(CC1)C=1N=C(C2=C(N1)C(=CS2)C)N[C@H](CN2CCN(CC2)C(=O)OC(C)(C)C)C tert-butyl 4-[(2S)-2-({2-cyclopropyl-7-methylthieno[3,2-d]pyrimidin-4-yl}amino)propyl]piperazine-1-carboxylate